N-((1,2,3,5,6,7-hexahydro-s-indacen-4-yl)carbamoyl)-1-hydroxy-3-oxo-1,3-dihydrobenzo[c][1,2]oxaborole-6-sulfonamide C1CCC2=C(C=3CCCC3C=C12)NC(=O)NS(=O)(=O)C=1C=CC2=C(B(OC2=O)O)C1